FC1=C(C=CC(=C1)OC1=NN(C=C1)C1=NC=C(C=C1)C)NC1=NC=NC2=CC(=C(C=C12)NC1CCN(CC1)C(C=C)=O)OC [4-({4-[(2-fluoro-4-{[1-(5-methylpyridin-2-yl)pyrazol-3-yl]oxy}phenyl)amino]-7-methoxyquinazolin-6-yl}amino)piperidin-1-yl]prop-2-en-1-one